FC1=CC=C(C=C1)NC(=O)C=1C(N(C2=CC=CC=C2C1)C)=O N-(4-Fluorophenyl)-1-methyl-2-oxo-quinoline-3-carboxamide